4-(4-(2,4-dimethoxybenzoyl)aminophenyl)butyric acid COC1=C(C(=O)NC2=CC=C(C=C2)CCCC(=O)O)C=CC(=C1)OC